ClC=1N=C(C2=C(N1)C(=C(N=C2C2CC2)Cl)F)N2C[C@@](CCC2)(O)C (3R)-1-(2,7-dichloro-5-cyclopropyl-8-fluoro-pyrido[4,3-d]pyrimidin-4-yl)-3-methyl-piperidin-3-ol